C[Si]1(O[Si](O[Si](O1)(C1=CC=CC=C1)C)(C1=CC=CC=C1)C)C1=CC=CC=C1 2,4,6-trimethyl-2,4,6-triphenyl-cyclotrisiloxane